4-chloro-8-((4-isopropoxybenzyl)oxy)quinoline ClC1=CC=NC2=C(C=CC=C12)OCC1=CC=C(C=C1)OC(C)C